3-(4-bromo-3-methylisothiazol-5-yl)oxetan-3-ol BrC=1C(=NSC1C1(COC1)O)C